6-(2-ethoxy-3-pyridinyl)-3-isopropyl-1-methyl-N-[(2-methyloxazol-5-yl)methyl]pyrazolo[3,4-b]pyridin-4-amine C(C)OC1=NC=CC=C1C=1C=C(C2=C(N1)N(N=C2C(C)C)C)NCC2=CN=C(O2)C